(S)-4-((1-(pyrimidin-2-yl)ethyl)amino)-3-(6-(tetrahydro-2H-pyran-4-yl)-1H-benzo[d]imidazol-2-yl)quinolin-2(1H)-one N1=C(N=CC=C1)[C@H](C)NC1=C(C(NC2=CC=CC=C12)=O)C1=NC2=C(N1)C=C(C=C2)C2CCOCC2